9-phosphafluorene lithium salt [Li].C1=CC=CC=2C3=CC=CC=C3PC12